5-chloro-1-cyclopropyl-3-(1,3-dioxoisoindolin-2-yl)-1H-pyrazolo[4,3-b]pyridine-7-carbaldehyde ClC1=CC(=C2C(=N1)C(=NN2C2CC2)N2C(C1=CC=CC=C1C2=O)=O)C=O